N-(2-((2-(Dimethylamino)ethyl)(methyl)amino)-5-((4-(4-fluoro-1H-indol-1-yl)pyrimidin-2-yl)amino)-4-methoxyphenyl)acrylamide CN(CCN(C1=C(C=C(C(=C1)OC)NC1=NC=CC(=N1)N1C=CC2=C(C=CC=C12)F)NC(C=C)=O)C)C